BrC=1C(=C(C=CC1)NC(=O)C1=NN2C([C@@H](CCC2)N2C[C@@H](CC2)O)=C1)C (4R)-N-(3-bromo-2-methyl-phenyl)-4-[(3R)-3-hydroxypyrrolidin-1-yl]-4,5,6,7-tetrahydropyrazolo[1,5-a]pyridine-2-carboxamide